C1N(CC12CCNCC2)C=2C=CC=1N=CN=C(C1N2)NC2=CC(=C(C=C2)OC2=CC=1N(C=C2)N=CN1)C 6-{2,7-diazaspiro[3.5]nonan-2-yl}-N-(3-methyl-4-{[1,2,4]triazolo[1,5-a]pyridin-7-yloxy}phenyl)pyrido[3,2-d]pyrimidin-4-amine